CON(C(=O)C1=NC(=CC=C1)OC)C N,6-dimethoxy-N-methylpyridine-2-carboxamide